3,5-dichloro-N-(8-fluoro-2-methyl-4-oxo-3-((3-(trifluoromethyl)pyridin-2-yl)methyl)-3,4-dihydroquinazolin-5-yl)-4-hydroxybenzamide ClC=1C=C(C(=O)NC2=C3C(N(C(=NC3=C(C=C2)F)C)CC2=NC=CC=C2C(F)(F)F)=O)C=C(C1O)Cl